2-((5-(piperidin-1-yl)-1,3,4-thiadiazol-2-yl)methyl)-6-(2-(2,2,2-trifluoroethoxy)pyrimidin-5-yl)pyridazin-3(2H)-one N1(CCCCC1)C1=NN=C(S1)CN1N=C(C=CC1=O)C=1C=NC(=NC1)OCC(F)(F)F